4-[[4-[[(1S)-2-hydroxy-1-phenyl-ethyl]amino]-5-(5-methyl-1H-1,2,4-triazol-3-yl)pyrimidin-2-yl]amino]-N,N,2-trimethyl-benzamide OC[C@H](C1=CC=CC=C1)NC1=NC(=NC=C1C1=NNC(=N1)C)NC1=CC(=C(C(=O)N(C)C)C=C1)C